Tetraallylurethane C(C=C)C(OC(N(CC=C)CC=C)=O)(C)CC=C